ethyl 1-(3,4-difluorobenzyl)-1H-imidazole-4-carboxylate FC=1C=C(CN2C=NC(=C2)C(=O)OCC)C=CC1F